Iridium (III) Tris{[(trifluoromethyl)phenyl]pyrazole} FC(F)(F)C1=C(C=CC=C1)C1=NNC=C1.FC(F)(F)C1=C(C=CC=C1)C1=NNC=C1.FC(F)(F)C1=C(C=CC=C1)C1=NNC=C1.[Ir+3]